4-(3-amino-4-chloro-1H-indazol-5-yl)-N-((1R,2S)-2-hydroxycyclopentyl)-3-methylbenzenesulfonamide NC1=NNC2=CC=C(C(=C12)Cl)C1=C(C=C(C=C1)S(=O)(=O)N[C@H]1[C@H](CCC1)O)C